FC1=CC(=CC2=CN(N=C12)C)NC(=O)N1CCC=2C1=NC=CC2C2CCNCC2 N-(7-fluoro-2-methyl-2H-indazol-5-yl)-4-(piperidin-4-yl)-2,3-dihydro-1H-pyrrolo[2,3-b]pyridine-1-carboxamide